((S)-1-((2R)-pyrrolidin-2-yl)ethyl)pyrimidin-2-amine N1[C@H](CCC1)[C@H](C)C1=NC(=NC=C1)N